C(#N)C=1C=C2C(=CN=CC2=CC1)NC(OC(C)(C)C)=O tert-butyl (6-cyanoisoquinolin-4-yl)carbamate